N-(4-(trifluoromethyl)phenyl)piperidine-1-carboxamide FC(C1=CC=C(C=C1)NC(=O)N1CCCCC1)(F)F